diphthalic acid borate B(O)(O)O.C(C=1C(C(=O)O)=CC=CC1)(=O)O.C(C=1C(C(=O)O)=CC=CC1)(=O)O